5,7-dimethyl-1,7-octadiene CC(CCC=C)CC(=C)C